9-isopropyl-N-(piperidin-4-yl)isoxazolo[5,4-h]quinazolin-2-amine C(C)(C)C1=NOC2=CC=C3C=NC(=NC3=C21)NC2CCNCC2